FC(C(=O)O)(F)F.NCCC1=CC=C(C=C1)NC(=O)C=1OC(=CC1)C=1CCNCC1 N-(4-(2-aminoethyl)phenyl)-5-(1,2,3,6-tetrahydropyridin-4-yl)furan-2-carboxamide trifluoroacetate